CC(C[C@@H](C(=O)N[C@@H](C(=O)N[C@H](C(=O)[C@@]1(OC1)C)CC(C)C)CC1=CC=CC=C1)NC([C@H](CCC1=CC=CC=C1)NC(CN1CCOCC1)=O)=O)C (S)-4-methyl-N-((R)-1-(((S)-4-methyl-1-((R)-2-methyloxiran-2-yl)-1-oxopentan-2-yl)amino)-1-oxo-3-phenylpropan-2-yl)-2-((S)-2-(2-morpholinoacetamido)-4-phenylbutanamido)pentanamide